N-(2-iodo-4-(perfluoropropane-2-yl)-6-(trifluoromethyl)phenyl)-2-fluoro-3-(hydroxyamino)benzamide IC1=C(C(=CC(=C1)C(C(F)(F)F)(C(F)(F)F)F)C(F)(F)F)NC(C1=C(C(=CC=C1)NO)F)=O